C(C)(C)(C)NC(=O)N1CC=2N(CC1)C(=C(C2C(=O)N)C2=CC(=CC=C2)C)Cl N2-tert-butyl-6-chloro-7-(3-methylphenyl)-3,4-dihydropyrrolo[1,2-a]pyrazine-2,8(1H)-dicarboxamide